1-(4-(Bromomethyl)-5-fluoropyridin-3-yl)dihydropyrimidine-2,4(1H,3H)-dione BrCC1=C(C=NC=C1F)N1C(NC(CC1)=O)=O